(R)-1-(4-(6-chloro-7-(5-methyl-1H-indazol-4-yl)quinazolin-4-yl)piperazin-1-yl)prop-2-en-1-one ClC=1C=C2C(=NC=NC2=CC1C1=C2C=NNC2=CC=C1C)N1CCN(CC1)C(C=C)=O